C(CC(C)C)NC1=NC=CC=C1 2-(isopentylamino)pyridin